N-{[3-(4-{[(3S,4R)-3-fluoro-1-methylpiperidin-4-yl]amino}-1-(2,2,2-trifluoroethyl)-1H-indol-2-yl)-1,2,4-oxadiazol-5-yl]methyl}-1-(1-fluoropropan-2-yl)-1H-pyrrole-3-carboxamide F[C@H]1CN(CC[C@H]1NC1=C2C=C(N(C2=CC=C1)CC(F)(F)F)C1=NOC(=N1)CNC(=O)C1=CN(C=C1)C(CF)C)C